FC1=C(OC2CC(C2)=O)C=CC(=C1)F 3-(2,4-difluorophenoxy)cyclobutan-1-one